FC1=C(C(=O)OC2CCCCC2)C(=CC(=C1)[N+](=O)[O-])C=1N=NNN1 cyclohexyl 2-fluoro-4-nitro-6-(2H-tetrazol-5-yl)benzoate